(2S,4E)-2-Hydroxy-4-octen-3-one O[C@@H](C)C(\C=C\CCC)=O